N-(2-hydrazinyl-2-oxoethyl)-3,4-bis((4-methoxybenzyl)oxy)benzamide N(N)C(CNC(C1=CC(=C(C=C1)OCC1=CC=C(C=C1)OC)OCC1=CC=C(C=C1)OC)=O)=O